Diethyl 1-[2-oxo-2-(quinolin-3-yl)ethyl]-1H-pyrazole-3,5-dicarboxylate O=C(CN1N=C(C=C1C(=O)OCC)C(=O)OCC)C=1C=NC2=CC=CC=C2C1